CN1N=CC(=C1C1=NC(=NC=C1F)N1CCC(CC1)C(=O)N(CC=1SC=CN1)C([2H])([2H])[2H])C 1-(4-(1,4-dimethyl-1H-pyrazol-5-yl)-5-fluoropyrimidin-2-yl)-N-(methyl-d3)-N-(thiazol-2-ylmethyl)piperidine-4-carboxamide